2-[1-(2-Trifluoromethyl-pyridin-4-yl)-azetidin-3-yl]-1-(6,6,9-trimethyl-3,5,6,8-tetrahydro-1H-7-oxa-2,4-diaza-cyclopenta[b]naphthalen-2-yl)-ethanone FC(C1=NC=CC(=C1)N1CC(C1)CC(=O)N1CC=2C(=C(C=3COC(CC3N2)(C)C)C)C1)(F)F